C(C)(C)(C)C1=NN2C(N(C3=C(C2=O)CN(C3=O)CC(C)(C)O)CC(=O)OCC)=C1 ethyl [2-tert-butyl-6-(2-hydroxy-2-methylpropyl)-5,8-dioxo-5,6,7,8-tetrahydro-4H-pyrazolo[1,5-a]pyrrolo[3,4-d]pyrimidin-4-yl]acetate